ClC=1C=C(C=CC1F)[C@H](NC(=O)N1[C@@H](C(NCC1)=O)C)C=1C=NC(=CC1)OCC(F)(F)F |o1:8| (2R)-N-((S or R)-(3-chloro-4-fluorophenyl)(6-(2,2,2-trifluoroethoxy)pyridin-3-yl)methyl)-2-methyl-3-oxopiperazine-1-carboxamide